4-(4-((1-(4-methoxybenzyl)azetidin-3-yl)sulfonyl)-3,4-dihydro-2H-pyrido[4,3-b][1,4]thiazin-8-yl)-benzonitrile COC1=CC=C(CN2CC(C2)S(=O)(=O)N2C3=C(SCC2)C(=CN=C3)C3=CC=C(C#N)C=C3)C=C1